N-(cyclopropylmethyl)-N'-((3R,4R,5S)-5-(3,6-dichloro-9H-carbazol-9-yl)-4-hydroxytetrahydro-2H-pyran-3-yl)-4-(trifluoro-methoxy)benzenesulfonimidoamide C1(CC1)CNS(=O)(=N[C@@H]1COC[C@@H]([C@H]1O)N1C2=CC=C(C=C2C=2C=C(C=CC12)Cl)Cl)C1=CC=C(C=C1)OC(F)(F)F